1-{5-[(2,6-dichlorophenyl)methoxy]pyrimidin-2-yl}imidazolidine-2,4-dione ClC1=C(C(=CC=C1)Cl)COC=1C=NC(=NC1)N1C(NC(C1)=O)=O